N1N=C(C=C1)CCC[C@H]1NC2=NC=CC=C2CC1 (R)-2-(3-(1H-pyrazol-3-yl)propyl)-1,2,3,4-tetrahydro-1,8-naphthyridine